4-[3-[2,6-dichloro-4-(6-methoxy-2-azaspiro[3.3]heptan-2-yl)benzoyl]-2,4-dihydro-1,3-benzoxazine-8-yl]-2-(3-oxa-8-azabicyclo[3.2.1]octan-8-yl)benzoic acid ClC1=C(C(=O)N2COC3=C(C2)C=CC=C3C3=CC(=C(C(=O)O)C=C3)N3C2COCC3CC2)C(=CC(=C1)N1CC2(C1)CC(C2)OC)Cl